pyrido[3,4-b]pyrazin-5-ol N1=C2C(=NC=C1)C(=NC=C2)O